1-(3-pyridinyl)-3-(2-quinolinyl)-2-propen-1-one N1=CC(=CC=C1)C(C=CC1=NC2=CC=CC=C2C=C1)=O